[1-(2-trimethylsilylethoxymethyl)benzimidazol-4-yl]methanol C[Si](CCOCN1C=NC2=C1C=CC=C2CO)(C)C